2,3,6,7-tetrahydrobenzo[1,2-b:4,5-b']difuran-4-carboxylic Acid O1C=2C(CC1)=C(C=1OCCC1C2)C(=O)O